ClC=1C=C(C=CC1)CCN1C[C@H]([C@@H](C1)C)COC1=CC=C(C=C1)S(=O)(=O)CCCS(=O)(=O)C (3S,4S)-1-[2-(3-chlorophenyl)ethyl]-3-{[4-(3-methanesulfonylpropanesulfonyl)phenoxy]methyl}-4-methylpyrrolidine